7-chloro-1,3-dimethylpyrido[2,3-d]pyrimidine-2,4,5(1H,3H,8H)-trione ClC1=CC(C2=C(N(C(N(C2=O)C)=O)C)N1)=O